Methyl 4'-(2,4-bis(benzyloxy)-5-isopropyl-N-methylbenzamido)-5-(ethyl(tetrahydro-2H-pyran-4-yl)amino)-4-methyl-[1,1'-biphenyl]-3-carboxylate C(C1=CC=CC=C1)OC1=C(C(=O)N(C)C2=CC=C(C=C2)C2=CC(=C(C(=C2)N(C2CCOCC2)CC)C)C(=O)OC)C=C(C(=C1)OCC1=CC=CC=C1)C(C)C